(4R)-4-((8R,9aS)-8-amino-1-oxo-5-phenethylhexahydro-1H-pyrrolo[1,2-a][1,4]diazepin-2(3H)-yl)-5-(((5-chloropyridin-2-yl)methyl)amino)-5-oxopentanoic acid N[C@@H]1C[C@@H]2N(C(CCN(C2=O)[C@H](CCC(=O)O)C(=O)NCC2=NC=C(C=C2)Cl)CCC2=CC=CC=C2)C1